C(C)OCC[N+]1(CCCC1)C N-(2-ethoxyethyl)-N-methylpyrrolidinium